FC1=C(OC2=C(C=C(C=C2)N2C(NC(C2=O)C)=O)C=2C3=C(C(N(C2)C)=O)N(C=C3)S(=O)(=O)CC3=CC=CC=C3)C=CC(=C1)F 3-(4-(2,4-difluorophenoxy)-3-(6-methyl-7-oxo-1-toluenesulfonyl-6,7-dihydro-1H-pyrrolo[2,3-c]pyridin-4-yl)phenyl)-5-methylimidazolidine-2,4-dione